tert-Butyl ((2-(6-((4,4-difluorocyclohexyl) amino) hexyl)-6-methyl pyridin-3-yl)sulfonyl)-L-prolinate FC1(CCC(CC1)NCCCCCCC1=NC(=CC=C1S(=O)(=O)N1[C@@H](CCC1)C(=O)OC(C)(C)C)C)F